CC1(CCC[C@@]2(C(C(CC[C@@H]12)=C)C=C)C)C (4aS,8aS)-1,1,4a-trimethyl-6-methylene-5-vinyldecahydronaphthalene